[Na+].BrC=1C(=C(C(=C2C(OC(=O)C12)S(=O)(=O)[O-])Br)Br)Br tetrabromosulfophthalide sodium salt